5-((3-chloropyridin-4-yl)thio)-N-(1,1-dioxidobenzo[b]thiophen-6-yl)-1,3,4-thiadiazole-2-carboxamide ClC=1C=NC=CC1SC1=NN=C(S1)C(=O)NC=1C=CC2=C(S(C=C2)(=O)=O)C1